[Mg].[Y] yttrium-magnesium